COC1=NC2=CC=NC=C2C=C1CC1=CC=C(C=C1)N1C(O[C@@H](C1)C)=O |r| (R and S)-3-(4-((2-methoxy-1,6-naphthyridin-3-yl)methyl)phenyl)-5-methyloxazolidin-2-one